(Z)-N-hydroxy-7-(5-(4-isopropylbenzylidene)-2,4-dioxathiazolidine-3-yl)heptanamide sodium (E)-6,6'-(ethene-1,2-diyl)bis(3-propionamidobenzenesulfonate) C(=C\C1=CC=C(C=C1S(=O)(=O)[O-])NC(CC)=O)/C1=CC=C(C=C1S(=O)(=O)[O-])NC(CC)=O.[Na+].ONC(CCCCCCN1OS\C(\O1)=C/C1=CC=C(C=C1)C(C)C)=O.[Na+]